ClC1=NC(=NC(=C1)C1=C(C=CC=C1)C=C)N 4-chloro-6-(2-vinylphenyl)pyrimidin-2-amine